4-fluoro-5-(2-(2,2,2-trifluoroacetoxy)propan-2-yl)tetrahydrofuran-2,3-diyl diacetate C(C)(=O)OC1OC(C(C1OC(C)=O)F)C(C)(C)OC(C(F)(F)F)=O